ClC1=CC(=C(N=N1)C(NC)=O)NC=1C=C(CCNC(=O)OC(NC2=NC=CC=C2)=O)C=C(C1OC)C1=NN(C=C1)C (3-((6-chloro-3-(methylcarbamoyl)pyridazin-4-yl)amino)-4-methoxy-5-(1-Methyl-1H-pyrazol-3-yl)phenethylcarbamoyl)pyridin-2-ylcarbamate